C(#N)C1=CC=C(N=N1)N(CCC1OCC2(CN(C2)C(=O)OC(C)(C)C)CO1)CC1=CC(=C(C=C1)OC)F tert-butyl 7-(2-((6-cyanopyridazin-3-yl)(3-fluoro-4-methoxybenzyl)amino)ethyl)-6,8-dioxa-2-azaspiro[3.5]nonane-2-carboxylate